C(C)(=O)O.C(C)(=O)O.C(CCCCCCC\C=C/CCCCCCCC)(=O)NCCNC(CCCCCCC\C=C/CCCCCCCC)=O dioleoyl-ethylenediamine diacetic acid